hexahydro-1'H-spiro[cyclopropan-1,6'-naphtho-[1,8-cd]azepin] C1NCCC2C=3C1=CC=CC3CC3(C2)CC3